P(=O)(OC[C@@H](COCCCCCCCCCCCCCC)OC=1C=NC(=CC1)C#N)(O)[O-] ((R)-2-((6-cyanopyridin-3-yl)oxy)-3-(tetradecyloxy)propyl) hydrogen phosphate